FC(C1=NN(C(=N1)C(=O)N1[C@H](C2=C(CC1)NC=N2)C2=NN1C(C(=CC=C1)F)=C2)C)F (R)-(3-(difluoromethyl)-1-methyl-1H-1,2,4-triazol-5-yl)(4-(4-fluoropyrazolo[1,5-a]pyridin-2-yl)-6,7-dihydro-1H-imidazo[4,5-c]pyridin-5(4H)-yl)methanone